6-chloro-3-(3-cyclopropyl-2-fluoro-phenoxy)-N-[2-(2,4-dimethylphenyl)-2,2-difluoro-ethyl]-5-methyl-pyridazine-4-carboxamide ClC1=C(C(=C(N=N1)OC1=C(C(=CC=C1)C1CC1)F)C(=O)NCC(F)(F)C1=C(C=C(C=C1)C)C)C